O1CC[C@@H]2[C@H]1CN(C2)C(=O)C2(CCCC2)CNC(=O)C2=CC1=C(S2)CCCCCC1 N-({1-[(3aS,6aS)-hexahydro-2H-furo[2,3-c]pyrrole-5-carbonyl]cyclopentyl}methyl)-4H,5H,6H,7H,8H,9H-cycloocta[b]thiophene-2-carboxamide